FC(C1=CC=C(C=N1)CN1N=C(C=C1)CC=O)(F)F 2-[1-[[6-(trifluoromethyl)-3-pyridyl]methyl]pyrazol-3-yl]acetaldehyde